5-(8-chloro-3-isoquinolinyl)-N-methyl-pyridine-2-carboxamide ClC=1C=CC=C2C=C(N=CC12)C=1C=CC(=NC1)C(=O)NC